C(#N)N(NC([C@H](CC(C)C)N1C([C@H](CC1)NC(C)=O)=O)=O)C[C@H]1C(NCC1)=O N-((S)-1-((S)-1-(2-cyano-2-(((S)-2-oxopyrrolidin-3-yl)methyl)hydrazineyl)-4-methyl-1-oxopentan-2-yl)-2-oxopyrrolidin-3-yl)acetamide